5-((2-methyl-3,4-dihydroquinolin-1(2H)-yl)sulfonyl)-2-((tetrahydro-2H-pyran-4-yl)methoxy)benzyl Alcohol CC1N(C2=CC=CC=C2CC1)S(=O)(=O)C=1C=CC(=C(CO)C1)OCC1CCOCC1